3-(piperidin-4-yl)propan-1-ol-hydrochloride Cl.N1CCC(CC1)CCCO